C(C)SCCN 2-(ethylthio)ethylamine